ClC=1C=C(C=C(C1OC1=CN(C(C=C1)=O)C1=CC=CC=C1)Cl)N1N=C(C(NC1=O)=O)C(=O)OC methyl 2-(3,5-dichloro-4-((6-oxo-1-phenyl-1,6-dihydropyridin-3-yl) oxy) phenyl)-3,5-dioxo-2,3,4,5-tetrahydro-1,2,4-triazine-6-carboxylate